The molecule is a phosphatidylcholine 40:2 in which the acyl groups specified at positions 1 and 2 are eicosanoyl and (11Z,14Z)-eicosadienoyl respectively. It derives from an icosanoic acid and an (11Z,14Z)-icosadienoic acid. CCCCCCCCCCCCCCCCCCCC(=O)OC[C@H](COP(=O)([O-])OCC[N+](C)(C)C)OC(=O)CCCCCCCCC/C=C\\C/C=C\\CCCCC